FC=1C(=C(OC2=C(C=C(C(=C2)C(F)(F)F)F)C=2NC3=CC=NC(=C3C(C2)=O)N=S(=O)(C)C)C=CC1F)OC 2-[2-(3,4-difluoro-2-methoxy-phenoxy)-5-fluoro-4-(trifluoromethyl)phenyl]-5-[[dimethyl(oxo)-λ6-sulfanylidene]amino]-1H-1,6-naphthyridin-4-one